Cl.CC=1C(=NC=CC1)CN1C[C@H](CC1)N1C(N(C=2C1=NC=CC2)C2=CC=C(C(=O)O)C=C2)=O (S)-4-(3-(1-((3-methylpyridin-2-yl)methyl)pyrrolidin-3-yl)-2-oxo-2,3-dihydro-1H-imidazo[4,5-b]pyridin-1-yl)benzoic acid hydrochloride